BrC1=CC(=CC=2CCC12)C(C)=O 1-(5-bromobicyclo[4.2.0]oct-1(6),2,4-trien-3-yl)ethan-1-one